4-(4-((5-(1,6-dimethyl-1H-pyrazolo[3,4-d]pyrimidin-4-yl)-3-methyl-4,5,6,7-tetrahydro-1H-pyrazolo[4,3-c]pyridin-1-yl)methyl)bicyclo[2.2.2]octan-1-yl)morpholine CN1N=CC=2C1=NC(=NC2N2CC1=C(CC2)N(N=C1C)CC12CCC(CC1)(CC2)N2CCOCC2)C